1,1'-Azobisformamid N(=NC(=O)N)C(=O)N